N1NCCCC2=C1C=NC=N2 pyrimidodiazepane